C[N+]1(CCCCC1)CCCCC[N+]1(CCCCC1)C 1,5-Bis(1-methylpiperidinium-1-yl)pentane